C(C=C)OC1=NC(=NC(=N1)OCC=C)OCC=C 2,4,6-triallyl-oxy-1,3,5-triazine